C(C1=CC=CC=C1)OC1=NC(=CC=C1C1=NN(C2=CC(=CC=C12)N1[C@@H](C[C@@H](CC1)N(C(OC(C)(C)C)=O)C)C)C)OCC1=CC=CC=C1 tert-Butyl N-[(2R,4R)-1-[3-(2,6-Dibenzyloxy-3-pyridyl)-1-methyl-indazol-6-yl]-2-methyl-4-piperidyl]-N-methyl-carbamate